N-[4-[(6,7-Dimethoxy-1,5-naphthyridin-4-yl)oxy]-3-fluorophenyl]-1-ethyl-5-(4-fluorophenyl)-4-oxopyridine-3-carboxamide COC=1N=C2C(=CC=NC2=CC1OC)OC1=C(C=C(C=C1)NC(=O)C1=CN(C=C(C1=O)C1=CC=C(C=C1)F)CC)F